IC1=CC(=NC(=C1)N1CCOCC1)NC[C@@H](CO)O (2S)-3-[[4-iodo-6-(morpholin-4-yl)pyridin-2-yl]amino]propane-1,2-diol